ClC1=CC=C(C(=N1)C(=O)NS(=O)(=O)C)N[C@H](C)C=1C=C(C=C2C(N(C(=NC12)N1CC2=NN(C=C2C1)C1=CC=C(C=C1)C#N)C)=O)C (R)-6-chloro-3-((1-(2-(2-(4-cyanophenyl)-2,6-dihydropyrrolo[3,4-c]pyrazol-5(4H)-yl)-3,6-dimethyl-4-oxo-3,4-dihydroquinazolin-8-yl)ethyl)amino)-N-(methylsulfonyl)picolinamide